iminomethyl tetrahydrofolate C(CC[C@@H](C(=O)O)NC(=O)C1=CC=C(NCC2CNC=3N=C(N)NC(=O)C3N2)C=C1)(=O)OC=N